O=C1N(C(C=2C=C3C(=CC12)C=CC=C3)=O)C(C(=O)O)(CC)C3=CC=CC=C3.C3(=CC=CC=C3)C(C(=O)ON3C(C=1C=C2C(=CC1C3=O)C=CC=C2)=O)CC 1,3-dioxo-1,3-dihydro-2H-benzo[f]isoindol-2-yl 2-phenylbutanoate (1,3-dioxo-1,3-dihydro-2H-benzo[f]isoindol-2-yl-2-phenylbutyrate)